platinum (ii) terpyridine N1=C(C=CC=C1)C1=NC=CC=C1C1=NC=CC=C1.[Pt+2]